(S)-1-(3,4-difluorophenyl)-6-(5-(1,3-dimethyl-1H-pyrazol-4-yl)-1-((1r,4S)-4-methoxycyclohexyl)-1H-benzo[d]imidazol-2-yl)piperidin-2-one FC=1C=C(C=CC1F)N1C(CCC[C@H]1C1=NC2=C(N1C1CCC(CC1)OC)C=CC(=C2)C=2C(=NN(C2)C)C)=O